4-((1R,3s,5S,6r)-6-(1-isopropyl-3-(5-(trifluoromethyl)pyridin-3-yl)-1H-1,2,4-triazol-5-yl)bicyclo[3.1.0]hexane-3-yl)-1,4-oxaazepane C(C)(C)N1N=C(N=C1C1[C@H]2CC(C[C@@H]12)N1CCOCCC1)C=1C=NC=C(C1)C(F)(F)F